C(C)(C)(C)C1=NC(=CC(=C1)C)C(C)(C)C 2,6-di-tert-butyl-4-picoline